ClC1=CC2=C(C=N1)C(=NN2C2OCCCC2)N2CC(C2)CO (1-(6-chloro-1-(tetrahydro-2H-pyran-2-yl)-1H-pyrazolo[4,3-c]pyridin-3-yl)azetidin-3-yl)methanol